2-(4-(tert-Butoxycarbonyl)piperazin-1-yl)propionic acid lithium [Li].C(C)(C)(C)OC(=O)N1CCN(CC1)C(C(=O)O)C